C1=CC=CC=2C3=CC=CC=C3C3(C12)C=CC=C1C2=C4C(=C5C(=C2C=C13)C=CC=C5)C=CC=C4 spiro[dibenzofluorene-12,9'-fluorene]